(R)-2-(((benzyloxy)carbonyl)amino)-2-(4-(1-(difluoromethyl)-1H-pyrazol-4-yl)phenyl)-4-methylpent-4-enoic acid isopropyl ester C(C)(C)OC([C@@](CC(=C)C)(C1=CC=C(C=C1)C=1C=NN(C1)C(F)F)NC(=O)OCC1=CC=CC=C1)=O